2,2'-azino-bis(3-ethylbenzthiazoline) N(N=C1SC2=C(N1CC)C=CC=C2)=C2SC1=C(N2CC)C=CC=C1